O=C1NC(CCC1N1C2=C(C3=CC(=CC=C13)CCCOCCCN(C(OC(C)(C)C)=O)C)C=CC=N2)=O tert-butyl N-[3-[3-[9-(2,6-dioxo-3-piperidyl)pyrido[2,3-b]indol-6-yl]propoxy]propyl]-N-methyl-carbamate